C(C)(C)(C)[S@@](=O)N |r| (RS)-tertiary butyl-sulfinamide